N1N=CC2=C1CNCC2 1H,4H,5H,6H,7H-pyrazolo[3,4-c]pyridine